1''-benzyl 7'-methyl 8'-methyl-3'H-dispiro[1,3-dioxolane-2,4'-[1]benzopyran-2',4''-piperidine]-1'',7'-dicarboxylate CC1=C(C=CC=2C3(CC4(CCN(CC4)C(=O)OCC4=CC=CC=C4)OC21)OCCO3)C(=O)OC